C1=CSC2=C1C1=NC3=CC=CC=C3N=C1C1=C2SC=C1 dithieno[3,2-a:2',3'-c]phenazine